C(=O)O.C(C)OC1=NC=CC=C1C1=NC(=C(C=C1)N1[C@@H](C[C@H](CC1)SC1=C(C=CC=C1)C(F)(F)F)CC)C(=O)N[C@H]1CN(CC1)C |r| rac-2'-ethoxy-5-((2R,4S)-2-ethyl-4-((2-(trifluoromethyl)phenyl)thio)piperidin-1-yl)-N-((R)-1-methylpyrrolidin-3-yl)-[2,3'-bipyridine]-6-carboxamide formate